C12(CC(C1)C2)C(=O)N2[C@H]([C@H](C(C2)(F)F)NS(=O)(=O)CC)CC=2C(=C(C=CC2)C2=CC(=CC=C2)F)F N-{(2S,3R)-1-(bicyclo[1.1.1]pentane-1-carbonyl)-2-[(2,3'-difluoro[1,1'-biphenyl]-3-yl)methyl]-4,4-difluoropyrrolidin-3-yl}ethanesulfonamide